The molecule is a primary aliphatic amine that is pentan-3-amine substituted by methyl groups at positions 2 and 4. Metabolite observed in cancer metabolism. It has a role as a human metabolite. CC(C)C(C(C)C)N